2-methylpropan-2-yl piperazine-1-carboxylate N1(CCNCC1)C(=O)OC(C)(C)C